C12(CCC(CC1)CC2)CN[C@@H]2[C@H](CCCC2)CC=2C=C1CN(C(C1=CC2)=O)C2C(NC(CC2)=O)=O 3-(5-(((1R,2S)-2-((bicyclo[2.2.2]octan-1-ylmethyl)amino)cyclohexyl)methyl)-1-oxoisoindolin-2-yl)piperidine-2,6-dione